C(CN1C(=O)C2C3C(C(C(C2C1=O)C3)Br)Br)N3C(=O)C1C2C(C(C(C1C3=O)C2)Br)Br N,N'-ethylene-bis-(5,6-dibromonorbornane-2,3-dicarboximide)